(S)-2'-(pyrrolidine-1-carbonyl)-[1,1'-binaphthyl]-2-carboxylic acid N1(CCCC1)C(=O)C1=C(C2=CC=CC=C2C=C1)C=1C(=CC=C2C=CC=CC12)C(=O)O